7-(methylthio)(1R,5S)-3-(2-Chloro-7-(methylthio)pyrimido[4,5-d]pyrimidin-4-yl)-3,8-diazabicyclo[3.2.1]octane-8-carboxylic acid tert.Butyl ester C(C)(C)(C)OC(=O)N1[C@@H]2CN(C[C@@H]1CC2SC)C2=NC(=NC1=NC(=NC=C12)SC)Cl